N(=C=S)[C@@H](C(=O)OC)C methyl (R)-2-isothiocyanatopropionate